CC=1C=C(C=CC1C)N1N=C(CC1)C (2Z)-1-(3,4-dimethylphenyl)-1,5-dihydro-3-methyl-4H-pyrazol